5-((4-(6,7-dihydro-5H-cyclopenta[4,5]thieno[2,3-d]pyrimidin-4-yl)piperidin-1-yl)methyl)-2-(2,6-dioxopiperidin-3-yl)isoindoline-1,3-dione N1=CN=C(C2=C1SC1=C2CCC1)C1CCN(CC1)CC=1C=C2C(N(C(C2=CC1)=O)C1C(NC(CC1)=O)=O)=O